ethyl 2-[3,5-dichloro-4-[[3-(2-chloro-4-pyridyl)-4-methoxy-phenyl] methyl]phenoxy]acetate ClC=1C=C(OCC(=O)OCC)C=C(C1CC1=CC(=C(C=C1)OC)C1=CC(=NC=C1)Cl)Cl